C1(CCC1)N(CC(C)(N)C)C1(CC1)C1=CC(=CC=C1)C(F)(F)F N1-cyclobutyl-2-methyl-N1-(1-(3-(trifluoromethyl)phenyl)cyclopropyl)propan-1,2-Diamin